5-amino-8-(2,6-dimethylpyridin-4-yl)-2-((5-fluoro-6-methoxypyridin-2-yl)methyl)-7-phenyl-[1,2,4]triazolo[4,3-C]pyrimidin-3(2H)-one NC1=NC(=C(C=2N1C(N(N2)CC2=NC(=C(C=C2)F)OC)=O)C2=CC(=NC(=C2)C)C)C2=CC=CC=C2